ClC1=C(N=NC(=C1)Cl)C(=O)O[Li] lithio 4,6-dichloropyridazine-3-carboxylate